platinum-palladium sulfide [Pd]=S.[Pt]